4-methoxy-1,8-naphthalenedicarboxylic anhydride COC1=CC=C2C3=C(C=CC=C13)C(=O)OC2=O